rel-(2S,3R,4R,5S)-3-(2-ethoxy-4-fluoro-3-methylphenyl)-4,5-dimethyl-N-(tetrazolo[1,5-a]pyridin-7-yl)-5-(trifluoromethyl)tetrahydrofuran-2-carboxamide C(C)OC1=C(C=CC(=C1C)F)[C@@H]1[C@H](O[C@@]([C@@H]1C)(C(F)(F)F)C)C(=O)NC1=CC=2N(C=C1)N=NN2 |o1:11,12,14,15|